2-(1,3-dioxoisoindolin-2-yl)propanoic acid O=C1N(C(C2=CC=CC=C12)=O)C(C(=O)O)C